4-(2-picolyl)-morpholine N1=C(C=CC=C1)CN1CCOCC1